5-(N-Boc-aminomethyl)-2-nitrobenzoic acid C(=O)(OC(C)(C)C)NCC=1C=CC(=C(C(=O)O)C1)[N+](=O)[O-]